C(=O)(O)C(O)C(O)C(=O)O.N[C@@H](CCC(=O)NCC)C(=O)O L-theanine tartrate